2,4-dihydro-4-[4-[4-(4-hydroxyphenyl)-1-piperazinyl]phenyl]-3H-1,2,4-triazole-3-one OC1=CC=C(C=C1)N1CCN(CC1)C1=CC=C(C=C1)N1C(NN=C1)=O